methyl-2,1-ethanediyl diacrylate C(C=C)(=O)OCC(C)OC(C=C)=O